C(C1=CC=CC=C1)OC1=NC(=NC2=C(C(=C(C=C12)Cl)C1=CC=C(C=2SC(=C(C21)C#N)NC(OC(C)(C)C)=O)F)F)OC[C@]21CCCN1C[C@@H](C2)F Tert-Butyl (4-(4-(benzyloxy)-6-chloro-8-fluoro-2-(((2R,7aS)-2-fluoro tetrahydro-1H-pyrrolizin-7a(5H)-yl)methoxy)quinazolin-7-yl)-3-cyano-7-fluorobenzo[b]thiophen-2-yl)carbamate